6-(1-ethylpyrazol-4-yl)pyrrolo[1,5-a]pyridine C(C)N1N=CC(=C1)C=1C=CC=2N(C1)C=CC2